6-(4-amino-4-methylpiperidin-1-yl)-3-(2,3-dichloropyridin-4-yl)-N-hydroxy-1H-pyrazolo[3,4-b]pyridine-4-carboxamide NC1(CCN(CC1)C=1C=C(C2=C(N1)NN=C2C2=C(C(=NC=C2)Cl)Cl)C(=O)NO)C